cesium helium N-((1S,3R)-1-(4-bromo-2,6-difluorophenyl)-2-(2-fluoro-2-methylpropyl)-3-methyl-1,2,3,4-Tetrahydroisoquinolin-6-yl)-1-cyclopropylmethanesulfonamide BrC1=CC(=C(C(=C1)F)[C@H]1N([C@@H](CC2=CC(=CC=C12)NS(=O)(=O)CC1CC1)C)CC(C)(C)F)F.[He].[Cs]